N.C=1(C(=CC=CC1)C)C xylene compound with ammonia